N-(3-(5-(3-(4,4-dimethylcyclohexyl)ureido)-2-methylphenethyl)-1H-pyrazol-5-yl)-4-((1-isopropylazetidin-3-yl)oxy)benzamide CC1(CCC(CC1)NC(NC=1C=CC(=C(CCC2=NNC(=C2)NC(C2=CC=C(C=C2)OC2CN(C2)C(C)C)=O)C1)C)=O)C